(E)-2-nitrovinylphenol [N+](=O)([O-])/C=C/C1=C(C=CC=C1)O